4-[(1S)-1-[[(3R)-4-[[3-hydroxy-5-(2-methyl-4-sulfamoyloxy-phenyl)phenyl]methyl]morpholine-3-carbonyl]amino]ethyl]benzoic acid OC=1C=C(C=C(C1)C1=C(C=C(C=C1)OS(N)(=O)=O)C)CN1[C@H](COCC1)C(=O)N[C@@H](C)C1=CC=C(C(=O)O)C=C1